FC1=C(C(=CC=C1)F)[C@@H](CC(C)O)N1C[C@@H](N([C@@H](C1)C)C(C(C)C)=O)C(=O)NCC1=CC=C(C=C1)C1=NC=CC=N1 (2R,6R)-4-((1R)-1-(2,6-difluorophenyl)-3-hydroxybutyl)-1-isobutyryl-6-methyl-N-(4-(pyrimidin-2-yl)benzyl)piperazine-2-carboxamide